3-amino-4-(4,5-diamino-1,2,4-triazol-3-yl)pyrazole bispicrate C1([N+](=O)[O-])=CC([N+](=O)[O-])=CC([N+](=O)[O-])=C1O.C1([N+](=O)[O-])=CC([N+](=O)[O-])=CC([N+](=O)[O-])=C1O.NC1=NNC=C1C1=NN=C(N1N)N